C1(CC1)NC=1C2=C(N=C(N1)C1=NC=CC=C1)SC=C2C2=CC=CC=C2 N-cyclopropyl-5-phenyl-2-(pyridin-2-yl)thieno[2,3-d]pyrimidin-4-amine